2-chloro-5-fluoro-3-[2-(1H-pyrazol-4-yl)ethyl]benzoic acid ClC1=C(C(=O)O)C=C(C=C1CCC=1C=NNC1)F